C(OCC1=CC=C(C=C1)NC([C@H](CCCNC(=O)N)NC(=O)C1(CCC1)C(NCCCCCN1C(C=CC1=O)=O)=O)=O)(OC1=CC=C(C=C1)[N+](=O)[O-])=O (S)-4-(2-(1-(5-(2,5-dioxo-2,5-dihydro-1H-pyrrol-1-yl)pentylcarbamoyl)cyclobutanecarboxamido)-5-ureidopentanamido)benzyl 4-nitrophenyl carbonate